bromo-6,7-dihydro-5H-benzo[b][1,2,4]triazolo[3,4-d][1,5]oxazocine BrC1=NN=C2C3=C(OCCCN21)C=CC=C3